4-oxo-N-[[6-[(spiro[2.3]hexane-2-ylamino)methyl]imidazo[1,2-a]pyridin-2-yl]methyl]pyrido[1,2-a]pyrimidine-2-carboxamide O=C1C=C(N=C2N1C=CC=C2)C(=O)NCC=2N=C1N(C=C(C=C1)CNC1CC13CCC3)C2